((3R,4S)-4-amino-3-fluoropiperidin-1-yl)(4-chloro-3-fluoro-1H-indol-2-yl)methanone N[C@@H]1[C@@H](CN(CC1)C(=O)C=1NC2=CC=CC(=C2C1F)Cl)F